4-(mercaptomethyl)phenol SCC1=CC=C(C=C1)O